[V].[V].C(C)NC=1C=C(C=CC1)C1=NN(C(C2=CC=CC=C12)=O)C1=CC=C(C=C1)C(F)(F)F 4-(3-(Ethylamino)phenyl)-2-(4-(trifluoromethyl)phenyl)phthalazin-1(2H)-one divanadium